BrC=1C(=NN(C1CC)C)[C@H](O)C1CC1 |r| (rac)-(4-bromo-5-ethyl-1-methyl-1H-pyrazol-3-yl)(cyclopropyl)methanol